2-ethylhexanoic anhydride C(C)C(C(=O)OC(C(CCCC)CC)=O)CCCC